C1(=CC=CC2=CC=C3C=C4C=CC=CC4=CC3=C12)C1(CC=C(C=C1)C1=CC=C(C=C1)N)N 4-tetraphenylbiphenyl-4,4'-diamine